FC(C1=NN=C(O1)C1=CC=2N(C=C1)C=C(N2)CN(C(=O)C2CN(C2)C(C)C)C2=CC=CC=C2)F N-((7-(5-(difluoromethyl)-1,3,4-oxadiazol-2-yl)imidazo[1,2-a]pyridin-2-yl)methyl)-1-isopropyl-N-phenylazetidin-3-carboxamide